C(#N)C1=CC(=C(C=C1)NC(C(C)(C)N1N=CC(=C1C)CCC1CN(C1)C=1C=C2C(N(C(C2=CC1)=O)C1C(NC(CC1)=O)=O)=O)=O)C1CC1 N-(4-cyano-2-cyclopropylphenyl)-2-(4-((1-(2-(2,6-dioxopiperidin-3-yl)-1,3-dioxoisoindolin-5-yl)azetidin-3-yl)ethyl)-5-methyl-1H-pyrazol-1-yl)-2-methylpropanamide